(1R,2R)-2-amino-2-(4-methyl-3-thienyl)cyclohexane-1-ol N[C@@]1([C@@H](CCCC1)O)C1=CSC=C1C